Cl.Cl.N[C@@H]1C(N(C2=C(OC1)C=CN=C2)C)=O (S)-3-amino-5-methyl-2,3-dihydropyrido[4,3-b][1,4]oxazepin-4(5H)-one dihydrochloride